O=C1C(=C(C=NN1)N[C@H](COCCC(=O)N1CC=2N(C3=C(CNC2)C=C(C=N3)C(F)(F)F)CC1)C)C(F)(F)F (R)-9-(3-((S)-2-((6-oxo-5-(trifluoromethyl)-1,6-dihydropyridazin-4-yl)amino)propoxy)propionyl)-3-(trifluoromethyl)-5,6,8,9,10,11-hexahydropyrazino[1,2-a]pyrido[3,2-f][1,4]diazepine